3-(5-Acetyl-4-methoxythiophen-2-yl)-3-(3-{[(4-Methoxybenzyl)oxy]methyl}-4-methylphenyl)-2-methylpropanoic acid C(C)(=O)C1=C(C=C(S1)C(C(C(=O)O)C)C1=CC(=C(C=C1)C)COCC1=CC=C(C=C1)OC)OC